1-methoxy-4-(1-phenylethyl)benzene COC1=CC=C(C=C1)C(C)C1=CC=CC=C1